5-bromo-3-(dicyanomethylene)indolone BrC=1C=C2C(C(NC2=CC1)=O)=C(C#N)C#N